bis[2-(2-bromoisobutyryloxy) ethyl] disulfide BrC(C(=O)OCCSSCCOC(C(C)(C)Br)=O)(C)C